NCC(CNC(OC(C)(C)C)=O)O[Si](C)(C)C(C)(C)C Tert-butyl N-[3-amino-2-[tert-butyl(dimethyl)silyl]oxypropyl]carbamate